hexacosyl n-butyrate C(CCC)(=O)OCCCCCCCCCCCCCCCCCCCCCCCCCC